CN1C(=NC=C1C1=CC=NC=C1)NC(C=C)=O N-(1-methyl-5-(pyridin-4-yl)-1H-imidazol-2-yl)propenamide